O\N=C(\C1=CC(=CC=C1)OC1=NC=C(C=C1)C(F)(F)F)/N (Z)-N'-hydroxy-3-((5-(trifluoromethyl)pyridin-2-yl)oxy)benzimidamide